benzyl 4-hydroxy-4-methyl-azepane-1-carboxylate OC1(CCN(CCC1)C(=O)OCC1=CC=CC=C1)C